ClC=1C=NN(C1)C=1C(N(N=C(C1O)CC)C1=C(C=C(C=C1C)CO)C)=O 4-(4-chloro-1H-pyrazol-1-yl)-6-ethyl-5-hydroxy-2-[4-(hydroxymethyl)-2,6-dimethylphenyl]pyridazin-3(2H)-one